C(C)(=O)[C@H]1[C@@H](C[C@@H](CC1)C)C(=O)NC1=CC=C(C=C1)OC (1R,2R,5R)-2-acetyl-N-(4-methoxyphenyl)-5-methylcyclohexane-1-carboxamide